FC1=CC(=C(C=C1)C=1CCCC2=C(C1C1=CC=C(C=C1)CC1CN(C1)CCC(F)(F)F)C=CC(=C2)C(=O)O)C(F)(F)F 8-(4-fluoro-2-(trifluoromethyl)phenyl)-9-(4-((1-(3,3,3-trifluoropropyl)azetidin-3-yl)methyl)phenyl)-6,7-dihydro-5H-benzo[7]annulene-3-carboxylic acid